di(adamantan-1-yl)(pent-4-en-1-yl)phosphane C12(CC3CC(CC(C1)C3)C2)P(CCCC=C)C23CC1CC(CC(C2)C1)C3